3-[(2-chloro-6-fluorophenyl)methyl]-4-(cyclopent-3-en-1-ylmethyl)-4,5-dihydro-1,2,4-oxadiazol-5-one ClC1=C(C(=CC=C1)F)CC1=NOC(N1CC1CC=CC1)=O